IC1=NN2C(=NN(C(C2=C1)=O)CC(=O)NC1=CN=NC=C1)C(C)C 2-(2-iodo-7-isopropyl-4-oxopyrazolo[1,5-d][1,2,4]triazin-5(4H)-yl)-N-(pyridazin-4-yl)acetamide